4-methoxy-N-(trans-4-(methoxy-d3)cyclohexyl)-5-(pyrazolo[1,5-a]pyridin-5-yl)-7H-pyrrolo[2,3-d]pyrimidin-2-amine COC=1C2=C(N=C(N1)N[C@@H]1CC[C@H](CC1)OC([2H])([2H])[2H])NC=C2C2=CC=1N(C=C2)N=CC1